tert-butyl (2S)-2-[(3S)-3-methoxypyrrolidin-3-yl]azetidine-1-carboxylate CO[C@@]1(CNCC1)[C@H]1N(CC1)C(=O)OC(C)(C)C